CC1OC(CN(C1)C=1C=CC(=NC1)C=1C=NC(=CC1NC1=CC=C2C(=N1)S(CCCO2)(=O)=O)NC(C)=O)C N-(5-(2,6-dimethylmorpholino)-4'-((5,5-dioxido-3,4-dihydro-2H-[1,4]oxathiepino[3,2-b]pyridin-7-yl)amino)-[2,3'-bipyridin]-6'-yl)acetamide